3-Methyl-2-(6-trifluoromethoxy-benzothiazol-2-ylamino)-3H-imidazo[4,5-b]pyridine-6-carboxylic acid (2-hydroxy-propyl)-amide OC(CNC(=O)C=1C=C2C(=NC1)N(C(=N2)NC=2SC1=C(N2)C=CC(=C1)OC(F)(F)F)C)C